C(C)(=O)NC1=C2C(=CC(=NC2=C(C(=C1)OC)OC)C(=O)O)C(=O)O 5-acetamido-7,8-dimethoxyquinoline-2,4-dicarboxylic acid